1-(((3S,4S)-1-acetyl-3-fluoropiperidin-4-yl)methyl)-4-chloro-N-(3-fluoro-5-(phenylethynyl)pyridin-2-yl)-1H-pyrazole-5-carboxamide C(C)(=O)N1C[C@H]([C@@H](CC1)CN1N=CC(=C1C(=O)NC1=NC=C(C=C1F)C#CC1=CC=CC=C1)Cl)F